2-allyl-1-(3-(2-hydroxypropan-2-yl)phenyl)-6-(methylsulfanyl)-1H-pyrazolo[3,4-d]pyrimidin-3(2H)-one C(C=C)N1N(C2=NC(=NC=C2C1=O)SC)C1=CC(=CC=C1)C(C)(C)O